1,5-Dichloro-1,1,3,3,5,5-hexamethyltrisiloxan Cl[Si](O[Si](O[Si](C)(C)Cl)(C)C)(C)C